C(C)(C)(C)OC(=O)N1CCC(=CC1)C1=C(C(=CC=C1)N)O 4-(3-amino-2-hydroxyphenyl)-3,6-dihydropyridine-1(2H)-carboxylic acid tert-butyl ester